(2-(Trifluoromethyl)-5-vinylphenyl)methanol FC(C1=C(C=C(C=C1)C=C)CO)(F)F